methyl-maleinyl chloride C/C(/C(=O)Cl)=C/C(=O)Cl